2,3,5-trifluoro-phenylhydrazine FC1=C(C=C(C=C1F)F)NN